COC1=CC=C(CN2C(C=C(C=C2C)C2=C(C(=O)N(C)C)C=CC=C2)=O)C=C1 2-(1-(4-Methoxybenzyl)-6-methyl-2-oxo-1,2-dihydropyridin-4-yl)-N,N-dimethylbenzamide